Tert-butyl 4-(4-methoxy-3-(methoxy carbonyl)phenyl)azepane-1-carboxylate COC1=C(C=C(C=C1)C1CCN(CCC1)C(=O)OC(C)(C)C)C(=O)OC